C(C=C)(=O)N1CCN(CCC1)S(=O)(=O)N1CCC(=CC1)CN1CCC2(CN(C2)C2=NC=NC=C2OC2=C(C(=O)N(C(C)C)C(C)C)C=C(C=C2)F)CC1 2-((4-(7-((1-((4-acryloyl-1,4-diazepan-1-yl)sulfonyl)-1,2,3,6-tetrahydropyridin-4-yl)methyl)-2,7-diazaspiro[3.5]nonan-2-yl)pyrimidin-5-yl)oxy)-5-fluoro-N,N-Diisopropylbenzamide